methylene glycol dipelargonate C(CCCCCCCC)(=O)OCOC(CCCCCCCC)=O